4-cyclohexenedicarboxylic Acid C1(CCC=CC1)(C(=O)O)C(=O)O